2-(2-morpholinopyrimidine-5-yl)-1H-pyrrolo[2,3-b]pyridine-5-carboxylate O1CCN(CC1)C1=NC=C(C=N1)C1=CC=2C(=NC=C(C2)C(=O)[O-])N1